5-methyl-1-[6-[6-[(6-methylpyridazin-3-yl)amino]benzimidazol-1-yl]-3-[rac-(2R,4R)-4-hydroxyoxolan-2-yl]pyridin-2-yl]pyrazole-3-carbonitrile CC1=CC(=NN1C1=NC(=CC=C1[C@@H]1OC[C@@H](C1)O)N1C=NC2=C1C=C(C=C2)NC=2N=NC(=CC2)C)C#N |r|